O=C([C@H](C)NC(OC(C)(C)C)=O)NC1CCNCC1 (S)-tert-butyl (1-oxo-1-(piperidin-4-ylamino)propan-2-yl)carbamate